N-[(5-cyclopropyl-6-fluoropyridin-2-yl)(phenyl)methyl]-1-[2-(1-ethyl-5-methyl-6-oxo-1,6-dihydropyridin-3-yl)acetyl]-4-fluoropyrrolidine-2-carboxamide C1(CC1)C=1C=CC(=NC1F)C(NC(=O)C1N(CC(C1)F)C(CC1=CN(C(C(=C1)C)=O)CC)=O)C1=CC=CC=C1